FC=1C(=C(C=CC1F)[C@@H]1[C@H](O[C@@](C1)(CC(F)(F)F)C)C(=O)NC1=CC(=NC=C1)C(=O)N)OC 4-((2S,3R,5S)-3-(3,4-difluoro-2-methoxyphenyl)-5-methyl-5-(2,2,2-trifluoroethyl)tetrahydrofuran-2-carboxamido)picolinamide